4-methyl-4-[(3S)-3-methylmorpholin-4-yl]pent-2-en-1-one CC(C=CC=O)(C)N1[C@H](COCC1)C